FC1=C(C(=CC=C1)F)NC(=O)C1=CN(C2=CC=CC=C12)CC1=C(C=CC=C1)OC(F)(F)F N-(2,6-difluorophenyl)-1-[[2-(trifluoromethoxy)phenyl]methyl]indole-3-carboxamide